FC(C1(CCNCC1)OCC)F 4-(difluoromethyl)-4-ethoxypiperidine